BrC1=C(C=CC=C1)C=1SC=C(C1OCOC)C1=CC=CC=C1 2-(2-bromophenyl)-3-(methoxymethoxy)-4-phenylthiophene